2,2-Dimethyl-4-(3-methyl-2-oxo-1,3-benzoxazol-6-yl)-N-pentyl-piperazine-1-carboxamide CC1(N(CCN(C1)C1=CC2=C(N(C(O2)=O)C)C=C1)C(=O)NCCCCC)C